N-((1r,4r)-4-(3,3-difluorocyclobutoxy)cyclohexyl)-8-chloro-5,6-dihydrobenzo[f]imidazo[1,5-d][1,4]oxazepine-10-carboxamide FC1(CC(C1)OC1CCC(CC1)NC(=O)C=1C=C(C2=C(C=3N(CCO2)C=NC3)C1)Cl)F